4-(4-amino-2-fluorophenoxy)-3-iodopyridin-2-amine NC1=CC(=C(OC2=C(C(=NC=C2)N)I)C=C1)F